N-(4-fluoro-3-((5-(3-fluoro-4-(trifluoromethoxy)phenyl)-2-((1-methyl-1H-pyrazol-4-yl)amino)pyrimidin-4-yl)amino)phenyl)acrylamide FC1=C(C=C(C=C1)NC(C=C)=O)NC1=NC(=NC=C1C1=CC(=C(C=C1)OC(F)(F)F)F)NC=1C=NN(C1)C